C1(CCC1)N1C=NC(=C1)NC1=NC(=NN2C1=CC=C2)N2C(CCC2)C2=NC=CC=C2 N-(1-cyclobutyl-1H-imidazol-4-yl)-2-(2-(pyridin-2-yl)pyrrolidin-1-yl)pyrrolo[2,1-f][1,2,4]triazin-4-amine